C(OC[C@]1(N2[C@@H](C[C@@H](C1=O)CC2)C)COP(=O)(OC2=CC=CC=C2)N[C@@H](C(C)C)C(=O)OCC2=CC=CC=C2)([2H])([2H])[2H] benzyl ((((1R,2S,4S,6R)-2-((methoxy-d3)methyl)-6-methyl-3-oxoquinuclidin-2-yl)methoxy)(phenoxy)phosphoryl)-L-valinate